C(C1=CC=CC=C1)SC1=CC=C(C(=N1)F)OC 6-(Benzylthio)-2-fluoro-3-methoxypyridine